(S)-N-(5-chloro-6-(2-hydroxypropan-2-yl)pyridin-3-yl)-2'-fluoro-6',7'-dihydrospiro[cyclobutane-1,8'-cyclopenta[e]pyrazolo[1,5-a]pyrimidine]-6'-carboxamide ClC=1C=C(C=NC1C(C)(C)O)NC(=O)[C@H]1CC2(C3=C1C=NC=1N3N=C(C1)F)CCC2